6-(2-chloro-6-methyl-phenyl)-N-(4-piperidyl)quinazolin-8-amine ClC1=C(C(=CC=C1)C)C=1C=C2C=NC=NC2=C(C1)NC1CCNCC1